2-amino-1-(4-chlorophenyl)ethan-1-one-hydrogen chloride salt Cl.NCC(=O)C1=CC=C(C=C1)Cl